NC=1C=NC2=CC=C(C=C2C1)NC(C1=C(C=CC(=C1)OC)O)=O N-(3-aminoquinolin-6-yl)-2-hydroxy-5-methoxybenzamide